C12N(CCC2C1)CCC1=NN(C2=CC(=C(C=C12)OC)F)C1OCCCC1 3-(2-(2-azabicyclo[3.1.0]hexan-2-yl)ethyl)-6-fluoro-5-methoxy-1-(tetrahydro-2H-pyran-2-yl)-1H-indazole